CS(=O)(=O)C1C2N(CCN1)CCC2 (methylsulfonyl)octahydropyrrolo[1,2-a]pyrazine